racemic-phenyl-sulfonimidoyl fluoride C1(=CC=CC=C1)[S@](=O)(=N)F |r|